1-((2-(trimethylsilyl)ethoxy)methyl)-1H-pyrrolo[2,3-b]pyridine-5-carboxylic acid C[Si](CCOCN1C=CC=2C1=NC=C(C2)C(=O)O)(C)C